glucose, lithium salt [Li].O=C[C@H](O)[C@@H](O)[C@H](O)[C@H](O)CO